CC1(CC(C1)N)NC 1,N1-dimethylcyclobutane-1,3-diamine